4-[[6-(2-oxopyrrolidin-1-yl)-2-pyridyl]amino]-2-[4-[(2R)-2,4-dimethylpiperazin-1-yl]anilino]pyrimidine-5-carbonitrile O=C1N(CCC1)C1=CC=CC(=N1)NC1=NC(=NC=C1C#N)NC1=CC=C(C=C1)N1[C@@H](CN(CC1)C)C